N-[5-(2,4-difluorophenoxy)-4-(5-methyl-6-oxo-1-propan-2-ylpyridin-3-yl)pyrimidin-2-yl]ethanesulfonamide FC1=C(OC=2C(=NC(=NC2)NS(=O)(=O)CC)C2=CN(C(C(=C2)C)=O)C(C)C)C=CC(=C1)F